N1(CCNCCNCCNCC1)C(CCC(=O)[O-])C(=O)[O-] 1,4,7,10-tetraazacyclododecane-1-glutarate